O=S1(CCCC2=CC(=CC=C12)NC1=NC=C(C(=N1)N[C@H](CO)C1=CC=CC=C1)C=1OC=NN1)=O (2S)-2-[[2-[(1,1-dioxo-3,4-dihydro-2H-thiochromen-6-yl)amino]-5-(1,3,4-oxadiazol-2-yl)pyrimidin-4-yl]amino]-2-phenyl-ethanol